C(CCC)OC(CC(=O)OCCCC)=O malonic acid dibutylester